C(C(=O)O)(=O)O.C1(CCC(N1)=O)=O.C1(CCC(N1)=O)=O disuccinimide oxalate